stearyl mesaconate C(\C(\C)=C\C(=O)[O-])(=O)OCCCCCCCCCCCCCCCCCC